4-(trifluoromethyl)benzyl-amine hydrobromide Br.FC(C1=CC=C(CN)C=C1)(F)F